1-(5-(1-isopropyl-1H-pyrazol-4-yl)-1H-indol-3-yl)-3-(4-(trifluoromethyl)phenyl)urea C(C)(C)N1N=CC(=C1)C=1C=C2C(=CNC2=CC1)NC(=O)NC1=CC=C(C=C1)C(F)(F)F